FC=1C=C(C=C(C1)F)C[C@@H](C=1OC(C2=C(N1)N=CC=C2)=O)NC(OC(C)(C)C)=O Tert-butyl (S)-(2-(3,5-difluorophenyl)-1-(4-oxo-4H-pyrido[2,3-d][1,3]oxazin-2-yl)ethyl)carbamate